Pentyl-4-((3-(4-(3-((2-(dinonylamino)ethyl)(nonyl)amino)propanoyl)piperazin-1-yl)-3-oxopropyl)(nonyl)amino)butanoate C(CCCC)OC(CCCN(CCCCCCCCC)CCC(=O)N1CCN(CC1)C(CCN(CCCCCCCCC)CCN(CCCCCCCCC)CCCCCCCCC)=O)=O